(±)-(2S)-ethyl-2-((((2-(2-amino-6-methoxy-9H-purin-9-yl)-ethoxy)-methyl)-(benzyloxy)-phosphoryl)-amino)-propionate C(C)OC([C@H](C)N[P@](=O)(OCC1=CC=CC=C1)COCCN1C2=NC(=NC(=C2N=C1)OC)N)=O |&1:7|